tri-(beta-chloroethyl) phosphate P(=O)(OCCCl)(OCCCl)OCCCl